beta-methylpentadecane CC(C)CCCCCCCCCCCCC